ClC1=C(C(=CC=2C(CCCC12)C1=CC=C2C(=N1)C=NN2C2OCCCC2)C#N)OCCCl 4-chloro-3-(2-chloroethoxy)-8-(1-(tetrahydro-2H-pyran-2-yl)-1H-pyrazolo[4,3-b]pyridin-5-yl)-5,6,7,8-tetrahydronaphthalene-2-carbonitrile